NC1CCN(CC1)CCN1CCC(CC1)C1=CN(C2=CN=CC=C21)C2=C(C(=O)N(C)C(C)C)C=C(C=C2)F 2-(3-(1-(2-(4-aminopiperidin-1-yl)ethyl)piperidin-4-yl)-1H-pyrrolo[2,3-c]pyridin-1-yl)-5-fluoro-N-isopropyl-N-methylbenzamide